ClC=1C(=NC(=NC1)NC1CCOCC1)C1=CC=C2CN(C(C2=C1)=O)CC(=O)N1CCC2=C(CC1)C=CC(=C2)OC 6-{5-chloro-2-[(oxacyclohex-4-yl)amino]pyrimidin-4-yl}-2-[2-(7-methoxy-2,3,4,5-tetrahydro-1H-3-benzazepin-3-yl)-2-oxoethyl]-2,3-dihydro-1H-isoindol-1-one